FC1=C(COC2=CC=CC(=N2)C2=C(C=C(CN3N(C4=CC(=CC=C4C3=O)C(=O)O)CC3OCC3)C=C2)F)C=CC(=C1)C#N 2-(4-(6-(2-fluoro-4-cyanobenzyloxy)pyridin-2-yl)-3-fluorobenzyl)-1-((oxetan-2-yl)methyl)-3-oxo-2,3-dihydro-1H-indazole-6-carboxylic acid